O=C1N(C=CC(=C1)C(=O)OC)C[C@H](C)NC=1C=NN(C(C1C(F)(F)F)=O)COCC[Si](C)(C)C methyl (S)-2-oxo-1-(2-((6-oxo-5-(trifluoromethyl)-1-((2-(trimethylsilyl) ethoxy) methyl)-1,6-dihydropyridazin-4-yl) amino) propyl)-1,2-dihydropyridine-4-carboxylate